4,7-di(2,4-dihydroxyphenyl)-benzothiadiazole OC1=C(C=CC(=C1)O)C1=CC=C(C2=C1N=NS2)C2=C(C=C(C=C2)O)O